[Si](C)(C)(C(C)(C)C)OCC(O)C1CC1 2-((tert-butyldimethylsilyl)oxy)-1-cyclopropylethane-1-ol